3,6-diformyl-9-octyl-carbazole C(=O)C=1C=CC=2N(C3=CC=C(C=C3C2C1)C=O)CCCCCCCC